C(C1C(CC(CC1)N[C@@H](CC(=O)OCC)C(=O)OCC)C)C1C(CC(CC1)N[C@@H](CC(=O)OCC)C(=O)OCC)C tetraethyl N,N'-[methylenebis(3-methylcyclohexane-4,1-diyl)]bisaspartate